IC=1C=C(CNC=2C=3N=CN([C@H]4[C@H](O)[C@H](O)[C@@H](C(O)C(NC)=O)O4)C3N=C(N2)Cl)C=CC1 N6-(3-iodobenzyl)-2-chloro-5'-(N-methylcarbamoyl)-adenosine